2-(((3-Chloro-1-ethyl-1H-pyrrol-2-yl)methyl)thio)-3,5,6,7-tetrahydro-4H-cyclopenta[d]pyrimidin-4-one ClC1=C(N(C=C1)CC)CSC=1NC(C2=C(N1)CCC2)=O